Methyl 2-(prop-2-yn-1-yloxy)benzoate Methyl-2-hydroxybenzoate COC(C1=C(C=CC=C1)O)=O.C(C#C)OC1=C(C(=O)OC)C=CC=C1